C(C)C1=C(C=CC=C1)[C@@H](C)OC(=O)NC=1C(=NOC1C1CCN(CC1)C1=CC=C(C=C1)C1(CC1)C(=O)OC)C methyl 1-(4-{4-[4-({[(1R)-1-(2-ethylphenyl)ethoxy]carbonyl}amino)-3-methyl-1,2-oxazol-5-yl]piperidin-1-yl} phenyl)cyclopropane-1-carboxylate